1-methyl-6-oxo-pyridine-3-carboxylic acid methyl ester COC(=O)C1=CN(C(C=C1)=O)C